BrC1=CC(=C(C=C1)C=1NC(C2=C(N1)NN=N2)=O)OCC 5-(4-bromo-2-ethoxyphenyl)-3,6-dihydro-7H-[1,2,3]triazolo[4,5-d]pyrimidin-7-one